O=C1NC(CC[C@@H]1N1C(C2=CC=CC(=C2C1=O)N1CCC(CC1)OCCN1CCN(CC1)C1=CC=C(C=C1)NC1=C2N=CN(C2=NC=N1)C1CC(C1)NC(CC1=CC=CC=C1)=O)=O)=O N-((1s,3s)-3-(6-((4-(4-(2-((1-(2-(2,6-dioxopiperidin-3-yl)-1,3-Dioxoisoindolin-4-yl)piperidin-4-yl)oxy)ethyl)piperazin-1-yl)phenyl)amino)-9H-purin-9-yl)cyclobutyl)-2-phenylacetamide